C1(=CC=CC=C1)[C@H]1C(NC2(CC2)C(N1)=O)=O (6S)-6-phenyl-4,7-diazaspiro[2.5]octane-5,8-dione